Tert-Butyl 2-{[(1S)-1-Cyano-2-(4'-Cyanobiphenyl-4-yl)Ethyl]Carbamoyl}-1,4-Oxazepane-4-Carboxylate C(#N)[C@H](CC1=CC=C(C=C1)C1=CC=C(C=C1)C#N)NC(=O)C1OCCCN(C1)C(=O)OC(C)(C)C